[Si](C)(C)(C(C)(C)C)O[C@@H]1CC(C[C@H](C1)O[Si](C)(C)C(C)(C)C)=C\C=C/1\[C@@H]2CC[C@@H]([C@]2(CCC1)C)[C@@H](CN1C[C@@H](CC1)CC(F)F)C (S)-1-((S)-2-((1R,3aS,7aR,E)-4-(2-((3R,5R)-3,5-bis((t-butyldimethylsilyl)oxy)cyclohexylidene)ethylidene)-7a-methyloctahydro-1H-inden-1-yl)propyl)-3-(2,2-Difluoroethyl)pyrrolidine